C(C(=C)C)(=O)[O-].C(C(=C)C)(=O)[O-].[Na+].[Na+] sodium dimethacrylate